Perfluoro-2,5-dimethyl-3,6-dioxaheptanoic acid ammonium [NH4+].FC(C(=O)O)(OC(C(OC(F)(F)F)(C(F)(F)F)F)(F)F)C(F)(F)F